FC(C)(F)C1=NC(=CC(=N1)NC1=CC(=NC=C1C1=NC=C(C(=N1)OC)C)NC(C)=O)C N-(4-((2-(1,1-difluoroethyl)-6-methylpyrimidin-4-yl)amino)-5-(4-methoxy-5-methylpyrimidin-2-yl)pyridin-2-yl)acetamide